COC1=NC=CC(=C1)NC(=O)C=1C=C2C(=NC1)CCC2 N-(2-methoxypyridin-4-yl)-6,7-dihydro-5H-cyclopenta[b]Pyridine-3-carboxamide